ClC=1C=C(C=C(C1)F)C1=C(C(=CC=C1)C[C@@H]1N(CC[C@@H]1NS(=O)(=O)C)C(C(C)(C)O)=O)F N-((2S,3S)-2-((3'-chloro-2,5'-difluorobiphenyl-3-yl)methyl)-1-(2-hydroxy-2-methylpropanoyl)pyrrolidin-3-yl)methanesulfonamide